ClC=1C(=C(C=C(C1CC1=CC(=C(C=C1)O)C(C)C)Cl)N1N=C(C(=NC1=O)O)C#N)F 2-(3,5-dichloro-2-fluoro-4-(4-hydroxy-3-isopropylbenzyl)phenyl)-5-hydroxy-3-oxo-2,3-dihydro-1,2,4-triazine-6-carbonitrile